N-(5-Cyano-6-(2H-1,2,3-triazol-2-yl)pyridin-3-yl)-1-(8-fluoro-1-(methyl-amino)isochinolin-4-yl)-5-(trifluoromethyl)-1H-pyrazol-4-carboxamid C(#N)C=1C=C(C=NC1N1N=CC=N1)NC(=O)C=1C=NN(C1C(F)(F)F)C1=CN=C(C2=C(C=CC=C12)F)NC